(2,4-dimethylphenyl mercapto) phenylsulfonate C1(=CC=CC=C1)S(=O)(=O)OSC1=C(C=C(C=C1)C)C